5-(8-((1S,2S)-2-(4-(3-methylazetidine-1-carbonyl)phenyl)cyclopropyl)imidazo[1,2-b]pyridazin-6-yl)pyrimidine-2,4(1H,3H)-dione CC1CN(C1)C(=O)C1=CC=C(C=C1)[C@@H]1[C@H](C1)C=1C=2N(N=C(C1)C=1C(NC(NC1)=O)=O)C=CN2